N-cyclopropyl-3-(1-imidazo[1,2-a]pyrazin-3-yl-1H-pyrazol-4-yl)-4-methyl-benzamide C1(CC1)NC(C1=CC(=C(C=C1)C)C=1C=NN(C1)C1=CN=C2N1C=CN=C2)=O